C1(CCC1)C1CN(CCC1)C1=CC=C2C(=N1)NC(=N2)CNC(OC(C)(C)C)=O tert-butyl ((5-(3-cyclobutylpiperidin-1-yl)-3H-imidazo[4,5-b]pyridin-2-yl)methyl)carbamate